4-methyl-8-(naphthalen-1-ylmethyl)-6-oxo-9-(3-(trifluoromethyl)phenyl)-3,4-dihydro-2H,6H-pyrido[1,2-e][1,2,5]thiadiazine-4-carboxylic acid 1,1-dioxide CC1(CNS(C=2N1C(C=C(C2C2=CC(=CC=C2)C(F)(F)F)CC2=CC=CC1=CC=CC=C21)=O)(=O)=O)C(=O)O